ClC1=CC=C(C=C1)C=1N=C2N(C=CC=N2)C1CN1CC2CCC(C1)N2C(=O)NC2=C(C(=CC=C2)Cl)Cl 3-{[2-(4-chlorophenyl)imidazo[1,2-a]pyrimidin-3-yl]methyl}-N-(2,3-dichlorophenyl)-3,8-diazabicyclo[3.2.1]octane-8-carboxamide